1,5-dimethylcyclohexane diisocyanate [N-]=C=O.[N-]=C=O.CC1CCCC(C1)C